C(=O)(O)CC=1C=C(C=CC1)NC(=O)C=1C(=C(C(=O)O)C=C(C1)O)O 3-(3-(carboxymethyl)phenylaminocarbonyl)-2,5-dihydroxybenzoic acid